N6-(2,4-difluoro-3-(trifluoromethyl)phenyl)-5-fluoro-1H-pyrazolo[3,4-b]pyridine-3,6-diamine FC1=C(C=CC(=C1C(F)(F)F)F)NC1=C(C=C2C(=N1)NN=C2N)F